N(=C=O)C1=CC=C(C=C1)C(F)(F)F 1-isocyanato-4-(trifluoromethyl)benzene